N-(9-fluorenylmethoxycarbonyl)-D-citrulline C1=CC=CC=2C3=CC=CC=C3C(C12)COC(=O)N[C@H](CCCNC(=O)N)C(=O)O